4,5,6,7-tetrahydro-1H-benzo[d][1,2,3]triazole-5-carboxamide N1N=NC2=C1CCC(C2)C(=O)N